N1=CC(=CC=C1)C1=C(NC=2C3=C(CCC12)C=CC=C3)C(=O)O 3-(pyridin-3-yl)-4,5-dihydro-1H-benzo[g]indole-2-carboxylic acid